C(C)OC(=C)C=1C2=C(N=C(N1)N1C=NC=C1)C=C(N2)C 4-(1-ethoxyvinyl)-2-(1H-imidazol-1-yl)-6-methyl-5H-pyrrolo[3,2-d]pyrimidine